O=C1C(COC2=CC(=CC=C12)O[C@H](C1=CC=NC=C1)C1=C(C(=O)N)C=CC=C1)C1=CC=CC=C1 ((R)-((4-Oxo-3-phenylchroman-7-yl)oxy)(pyridin-4-yl)methyl)benzamide